S-({trans-4-[(tert-Butoxycarbonyl)amino]cyclohexyl}methyl) ethanethioate C(C)(SC[C@@H]1CC[C@H](CC1)NC(=O)OC(C)(C)C)=O